β-(acryloyloxy)propane C(C=C)(=O)OC(C)C